1-((S)-3-((4-((S)-3-phenylisoxazolidin-2-yl)-5-(trifluoromethyl)pyrimidin-2-yl)amino)piperidin-1-yl)ethan-1-one C1(=CC=CC=C1)[C@H]1N(OCC1)C1=NC(=NC=C1C(F)(F)F)N[C@@H]1CN(CCC1)C(C)=O